COCCOC=1C(OC(=CC1C1=NC=CC=C1OC)C(=O)O)=O 3-(2-methoxyethoxy)-4-(3-methoxypyridin-2-yl)-2-oxo-2H-pyran-6-carboxylic acid